OC(C)C1=C(N=C(S1)C=1C=NN2C1C=CC(=C2)OCCN2CCOCC2)C=2C(N(C=CC2)CC(F)(F)F)=O [5-(1-hydroxyethyl)-2-[6-(2-morpholin-4-ylethoxy)pyrazolo[1,5-a]pyridin-3-yl]-1,3-thiazol-4-yl]-1-(2,2,2-trifluoroethyl)pyridin-2-one